S(=O)(=O)(O)CC.C(C)S(=O)(=O)O.ClC1=CC=C(C=C1)NC([C@H](C)C1CCC(CC1)C1=CC=NC2=CC=C(C=C12)F)=O (R)-N-(4-chlorophenyl)-2-((1S,4S)-4-(6-fluoroquinolin-4-yl)cyclohexyl)propanamide ethanesulfonate (esylate) salt